(2S,4aS,9aR)-2-methyl-7-(trifluoromethyl)-2,3,4,4a,9,9a-hexahydroindeno[2,1-b][1,4]oxazine hydrochloride Cl.C[C@H]1CN[C@@H]2[C@H](O1)CC=1C=C(C=CC12)C(F)(F)F